3-hydroxy-8-(m-tolylsulfonyl)quinazoline-2,4(1H,3H)-dione ON1C(NC2=C(C=CC=C2C1=O)S(=O)(=O)C=1C=C(C=CC1)C)=O